3-((4-butoxyphenyl)sulfonyl)-6-(methylsulfinyl)-4-(4-(2-(piperidin-1-yl)ethyl)-1,4-diazepan-1-yl)quinoline C(CCC)OC1=CC=C(C=C1)S(=O)(=O)C=1C=NC2=CC=C(C=C2C1N1CCN(CCC1)CCN1CCCCC1)S(=O)C